methyl-3-amino-4-(5-bromo-2-nitrophenyl)but-2-enoate COC(C=C(CC1=C(C=CC(=C1)Br)[N+](=O)[O-])N)=O